C(C)(C)(C)OC(=O)N1[C@@H](CCC1)C=1C=C(C=C2CCN(CC12)C(COC1CC1)=O)C=1C=C2C(=NC1)NC=C2C (S)-2-(2-(2-cyclopropoxyacetyl)-6-(3-methyl-1H-pyrrolo[2,3-b]pyridin-5-yl)-1,2,3,4-Tetrahydroisoquinolin-8-yl)pyrrolidine-1-carboxylic acid tert-butyl ester